4,5-dibromo-1,3-dioxol-2-one BrC=1OC(OC1Br)=O